3-(4-deuterio-8-methyl-2,3-dihydro-1H-quinolin-4-yl)-1-methyl-7-methylsulfanyl-4H-pyrimido[4,5-d]pyrimidin-2-one [2H]C1(CCNC2=C(C=CC=C12)C)N1C(N(C2=NC(=NC=C2C1)SC)C)=O